BrC1=CC=2N(C=C1)C=C(N2)CCO 2-(7-Bromoimidazo[1,2-a]pyridin-2-yl)ethan-1-ol